FC1=CC=C(C=C1)C1(CN(CC1)C(=O)C1=C(OC=2N=CN=C(C21)NC2(CC2)C)C)O 3-(4-fluorophenyl)-1-{6-methyl-4-[(1-methylcyclopropyl)amino]furo[2,3-d]pyrimidine-5-carbonyl}pyrrolidin-3-ol